CC(C)(C)[O-].[Zr+4].CC(C)(C)[O-].CC(C)(C)[O-].CC(C)(C)[O-] zirconium (IV) tert-butoxide